nitropentaanimine cobalt [Co].[N+](=O)([O-])C(CCCC)=N